CC1(CC(C=C(C1)C=O)=O)C 5,5-dimethyl-3-oxocyclohex-1-eneformaldehyde